N-{3-Methyl-5-[(3S)-pyrrolidin-3-yloxy]phenyl}-2-(2-methylpyridin-4-yl)-[1,3]thiazolo[5,4-c]pyridin-6-amine CC=1C=C(C=C(C1)O[C@@H]1CNCC1)NC1=CC2=C(C=N1)SC(=N2)C2=CC(=NC=C2)C